ClCCC(=O)NS(O)(=O)=O N-(3-chloropropionyl)sulfamic acid